N-[1-(2-fluorophenyl)ethyl]-5-[5-(trifluoromethyl)-1,2,4-oxadiazol-3-yl]pyrimidin-2-amine FC1=C(C=CC=C1)C(C)NC1=NC=C(C=N1)C1=NOC(=N1)C(F)(F)F